N1C(CC1)COC1=CC=C(C=C1)C(C)(C)C1=CC=C(OC=2C=NC(=NC2)C2=NOC(=N2)C)C=C1 3-(5-(4-(2-(4-(azetidin-2-ylmethoxy)phenyl)propan-2-yl)phenoxy)pyrimidin-2-yl)-5-methyl-1,2,4-oxadiazole